ClC=1C(=NC(=NC1)NC1CCOCC1)C1=CC=C2CN(C(C2=C1)=O)CCN1CC2=CC=CC=C2CC1 6-{5-chloro-2-[(oxan-4-yl)amino]pyrimidin-4-yl}-2-[2-(1,2,3,4-tetrahydroisoquinolin-2-yl)ethyl]-2,3-dihydro-1H-isoindol-1-one